rel-(S)-N-(4-([1,2,4]triazolo[1,5-a]pyridin-7-yloxy)-2-fluoro-3-methylphenyl)-6-(azepan-4-yl)pyrido[3,2-d]pyrimidin-4-amine N=1C=NN2C1C=C(C=C2)OC2=C(C(=C(C=C2)NC=2C1=C(N=CN2)C=CC(=N1)[C@@H]1CCNCCC1)F)C |o1:27|